FC(C1=NC(=CC=C1OC[C@](CC(C)C)(N)C)C1=C2C(=NC=C1)NC=C2)F (S)-1-((2-(difluoromethyl)-6-(1H-pyrrolo[2,3-b]pyridin-4-yl)pyridin-3-yl)oxy)-2,4-dimethylpentan-2-amine